CN(C(C1=CC=CC=C1)=O)C=CC1=CC=CC=C1 N-methyl-N-styryl-benzamide